FC=1C=C(C=C(C1)F)C(CC#CC#CC=1C(=NNC1)C#C)(C=1C(N(C=CC1)C)=O)O 4-(6-(3,5-difluorophenyl)-6-hydroxy-6-(1-methyl-2-oxo-1,2-dihydropyridin-3-yl)hex-1,3-diyn-1-yl)-3-ethynyl-pyrazole